OC[C@H](C1=CC=CC=C1)NC1=NC(=NC=C1C(=O)N)NC1=CC(=C(C=C1)S(=O)(=O)C)C 4-{[(1S)-2-hydroxy-1-phenylethyl]amino}-2-{[3-methyl-4-(methylsulfonyl)phenyl]-amino}pyrimidine-5-carboxamide